OC=1C=C(C=CC1OC)C=CC(=O)N1CCNC2=CC(=CC=C12)C(=O)OCC ethyl 1-[3-(3-hydroxy-4-methoxyphenyl)-1-oxoprop-2-enyl]-1,2,3,4-tetrahydroquinoxaline-6-carboxylate